((2S,4R,5R)-4-acetoxy-5-(6-chloro-4-((3aR,6aS)-hexahydrocyclopenta[c]pyrrol-2(1H)-yl)-1H-pyrazolo[3,4-d]pyrimidin-1-yl)-3-methylenetetrahydrofuran-2-yl)methyl benzoate C(C1=CC=CC=C1)(=O)OC[C@H]1O[C@H]([C@@H](C1=C)OC(C)=O)N1N=CC=2C1=NC(=NC2N2C[C@@H]1[C@H](C2)CCC1)Cl